N-{4-[2-(4-fluorophenyl)-5-(piperazin-1-yl)-3H-imidazo[4,5-b]pyridin-3-yl]pyridin-2-yl}morpholine-4-carboxamide FC1=CC=C(C=C1)C1=NC=2C(=NC(=CC2)N2CCNCC2)N1C1=CC(=NC=C1)NC(=O)N1CCOCC1